N-[[7-(2-hydroxy-4,6-dimethyl-phenyl)-2-(1-methyl-3-piperidyl)-1,8-naphthyridin-4-yl]methyl]acetamide OC1=C(C(=CC(=C1)C)C)C1=CC=C2C(=CC(=NC2=N1)C1CN(CCC1)C)CNC(C)=O